4-((tert-butoxycarbonyl)amino)cycloheptane-1-carboxylic acid C(C)(C)(C)OC(=O)NC1CCC(CCC1)C(=O)O